2-(3-amino-6-((2,3-dihydro-1H-inden-4-yl)amino)-5-fluoro-1H-pyrazolo[3,4-b]pyridin-1-yl)-1-phenylethan-1-one NC1=NN(C2=NC(=C(C=C21)F)NC2=C1CCCC1=CC=C2)CC(=O)C2=CC=CC=C2